(2,2,2-trifluoroethyl)pyrimidine-2,4-diamine FC(CC=1C(=NC(=NC1)N)N)(F)F